suberic acid, calcium salt [Ca+2].C(CCCCCCC(=O)[O-])(=O)[O-]